N1CCC(CC1)N1N=CC(=C1)C=1C=CC(=NC1)N 5-(1-(piperidin-4-yl)-1H-pyrazol-4-yl)pyridin-2-amine